N-[2-[[(2R)-2-amino-5-guanidino-pentanoyl]amino]ethyl]-4-[[3-[2,3-difluoro-4-(2-pyridyloxy)phenyl]imidazo[1,2-a]pyrazin-8-yl]amino]-2-ethyl-benzamide N[C@@H](C(=O)NCCNC(C1=C(C=C(C=C1)NC=1C=2N(C=CN1)C(=CN2)C2=C(C(=C(C=C2)OC2=NC=CC=C2)F)F)CC)=O)CCCNC(=N)N